zinc bis(4-methyl-2-pentyl) dithiophosphate P(=S)(SC(C)CC(C)C)(OC(C)CC(C)C)[O-].[Zn+2].CC(CC(C)SP(=S)(OC(C)CC(C)C)[O-])C